C(C)(C)(C)OC(=O)N[C@@H](CC(=O)OCC)C=1C=C(C=C(C1F)C)C1=C(C=C(C=C1C)C1CC1)C Ethyl (S)-3-((tert-butoxycarbonyl)amino)-3-(4'-cyclopropyl-4-fluoro-2',5,6'-trimethyl-[1,1'-biphenyl]-3-yl)propanoate